(S)-N-(5-(cyclopropylmethoxy)pyridin-2-yl)-2-((R)-4,4-difluoro-3-(6-oxo-1,6-dihydropyridazin-3-yl)piperidin-1-yl)propionamide C1(CC1)COC=1C=CC(=NC1)NC([C@H](C)N1C[C@@H](C(CC1)(F)F)C1=NNC(C=C1)=O)=O